thioxoimidazolidin S=C1NCCN1